4-Amino-7-trifluoromethyl-1-(4-((difluoromethyl)oxy)phenyl)-2-oxopyrido[2,3-b]pyridine-3-carboxylic acid methyl ester COC(=O)C1=C(C=2C(=NC(=CC2)C(F)(F)F)N(C1=O)C1=CC=C(C=C1)OC(F)F)N